C(C)(=O)OC1O[C@@H]([C@H]([C@@H]([C@@H]1O)O)O)[C@H](COC)F (3S,4S,5S,6S)-6-((S)-1-fluoro-2-methoxyethyl)-3,4,5-trihydroxytetrahydro-2H-pyran-2-yl acetate